ClC1=CC(=C(C(=C1)C(F)(F)F)C1=CC=C(N=N1)S[C@H]1CN(CCC1)C(=O)OC(C)(C)C)O Tert-butyl (R)-3-((6-(4-chloro-2-hydroxy-6-(trifluoromethyl)phenyl)pyridazin-3-yl)thio)piperidine-1-carboxylate